1-Methyl-2-(6-trifluoromethoxy-benzothiazol-2-ylamino)-1H-benzoimidazole-5-carboxylic acid [2-(2-dimethylamino-acetylamino)-ethyl]-amide CN(CC(=O)NCCNC(=O)C1=CC2=C(N(C(=N2)NC=2SC3=C(N2)C=CC(=C3)OC(F)(F)F)C)C=C1)C